C(C)[C@@]1(C(N(CC1)C=1C=2N(N=CC1)C=C(C2)C=2C=NN(C2)C)=O)C#N (S)-3-ethyl-1-(6-(1-methyl-1H-pyrazol-4-yl)pyrrolo[1,2-b]pyridazin-4-yl)-2-oxopyrrolidine-3-carbonitrile